3-[4-(2,2,2-trifluoro-1,1-dimethyl-ethoxy)phenyl]azetidine FC(C(OC1=CC=C(C=C1)C1CNC1)(C)C)(F)F